1-(1H-Pyrazol-4-ylmethyl)-3-[4-(4-o-tolyl-thiazol-2-ylamino)-phenyl]-urea N1N=CC(=C1)CNC(=O)NC1=CC=C(C=C1)NC=1SC=C(N1)C1=C(C=CC=C1)C